BrC1=C(C=C(C=C1C)C)F 2-bromo-1-fluoro-3,5-dimethylbenzene